3-[2-(3,4-difluorophenyl)morpholine-4-carbonyl]amino-2-[4-(trifluoromethyl)phenyl]methylpropanamide FC=1C=C(C=CC1F)C1CN(CCO1)C(=O)NCC(C(=O)N)CC1=CC=C(C=C1)C(F)(F)F